CC1=CC=C(C=C1)S(=O)(=O)OC1C(SC1[O-])[O-] dioxidothietan-3-yl 4-methylbenzenesulfonate